4-cyclohexyl-4-oxobutyric acid C1(CCCCC1)C(CCC(=O)O)=O